C(#N)C=1C(=NC(=CC1)C1CC1)NC=1C(=NC=CC1)C#N 3-((3-cyano-6-cyclopropylpyridin-2-yl)amino)2-pyridinecarbonitrile